O1C(=CC=C1)C(=O)\C=C\1/[C@@H]2N([C@H](C(S2)(C)C)C(=O)OC(C2=CC=CC=C2)C2=CC=CC=C2)C1=O benzhydryl 6-(Z)-(1-Furoylmethylene)penicillanate